(E)-3-(2,4-dihydroxyphenyl)-1-[4-((E)-3-(pyridin-2-yl)propen-1-yl)piperazin-1-yl]prop-2-en-1-one aluminum monolaurate monoisopropoxide CC([O-])C.C(CCCCCCCCCCC)(=O)[O-].[Al+2].OC1=C(C=CC(=C1)O)/C=C/C(=O)N1CCN(CC1)\C=C\CC1=NC=CC=C1